Cyclopropylmethyl-5-[4-(difluoromethoxy)benzenesulfonyl]-1H,2H,3H,4H,5H,6H-pyrrolo[3,4-c]pyrrole-2-carboxamide C1(CC1)CC1N(CC2=C1CN(C2)S(=O)(=O)C2=CC=C(C=C2)OC(F)F)C(=O)N